1-(4-(3,3-Difluoropyrrolidin-1-yl)cyclohexyl)-6-isopropyl-5-(8-methoxy-[1,2,4]triazolo[1,5-a]pyridin-6-yl)-1,3-dihydro-2H-benzo[d]imidazol-2-on FC1(CN(CC1)C1CCC(CC1)N1C(NC2=C1C=C(C(=C2)C=2C=C(C=1N(C2)N=CN1)OC)C(C)C)=O)F